C(C=1C(O)=CC=C(O)C1)(=O)OC(C)(C)C t-butyl gentisate